trans-4-(trifluoromethyl)cyclohexanecarboxhydrazide FC([C@@H]1CC[C@H](CC1)C(=O)NN)(F)F